COC1=CC=C(CC=2C(=NC=C(C2N)N)N)C=C1 (4-methoxybenzyl)pyridine-2,4,5-triamine